C(C)(C)N1C(=NC2=NC=C(C=C21)C2=CNC1=NC=C(C=C12)C(=O)NC1CCN(CC1)C)C 3-(1-isopropyl-2-methyl-1H-imidazo[4,5-b]pyridin-6-yl)-N-(1-methylpiperidin-4-yl)-1H-pyrrolo[2,3-b]pyridine-5-carboxamide